CC1=C(C(=C(C(=C1C(=O)N[C@@H]1C2C=CC(C1)C2)C)OC)C)OC trimethyl-N-((2S)-bicyclo[2.2.1]hept-5-en-2-yl)-3,5-dimethoxybenzamide